OCCC(C(=O)N)CCCCCCCCCCCCCCCCCCCCCCCCCCCCCCCCCCCC(=O)N hydroxyethylethylenebis-stearamide